((3S,4R)-1-(5-Bromopyridin-2-yl)-4-hydroxypyrrolidin-3-yl)amino tert-butyl carbonate C(ON[C@H]1CN(C[C@H]1O)C1=NC=C(C=C1)Br)(OC(C)(C)C)=O